N1C(NC=C1)=O.[O].[Zr].[Hf] hafnium-zirconium oxygen 1,3-dihydro-2H-imidazol-2-one